FC1=CC=C2C(=NC=NC2=C1F)N[C@H](C(=O)O)CCN(CCCCC1=NC=2NCCCC2C=C1)C[C@@H](CF)OC (S)-2-((7,8-difluoroquinazolin-4-yl)amino)-4-(((S)-3-fluoro-2-methoxypropyl)(4-(5,6,7,8-tetrahydro-1,8-naphthyridin-2-yl)butyl)amino)butanoic acid